C(C1=CC=CC=C1)OC1=NNC(=C1C)C(=O)OCC ethyl 3-(benzyloxy)-4-methyl-1H-pyrazole-5-carboxylate